5-[4-(cyclopropylmethoxy)-1-(methylsulfonylmethyl)-6-oxopyridin-3-yl]-1,3-dimethylpyridin-2-one C1(CC1)COC=1C(=CN(C(C1)=O)CS(=O)(=O)C)C=1C=C(C(N(C1)C)=O)C